C(C)(=O)NC#CC acetylpropynylamine